1-(trans-5-((3-chloro-5-fluorobenzyl)oxy)octahydrocyclopenta-[c]pyrrole-2-carbonyl)-1H-pyrazole-3-carboxylic acid ClC=1C=C(COC2CC3C(CN(C3)C(=O)N3N=C(C=C3)C(=O)O)C2)C=C(C1)F